[N+](=O)([O-])C=1C=CC(=NC1)SSC1=NC=C(C=C1)[N+](=O)[O-] 5-nitro-2-[(5-nitropyridin-2-yl)disulfanyl]pyridine